C(C)(C)(C)OC(N(CCOCCN1N=CC(=C1)[N+](=O)[O-])C1=CC(=C(C=C1)C)Br)=O (3-bromo-4-methylphenyl)(2-(2-(4-nitro-1H-pyrazol-1-yl)ethoxy)ethyl)carbamic acid tert-butyl ester